(S)-4-((2-(3,5-difluorophenoxy)ethyl)(4-(5,6,7,8-tetrahydro-1,8-naphthyridin-2-yl)butyl)amino)-2-((5-phenylpyridin-2-yl)amino)butanoic acid FC=1C=C(OCCN(CC[C@@H](C(=O)O)NC2=NC=C(C=C2)C2=CC=CC=C2)CCCCC2=NC=3NCCCC3C=C2)C=C(C1)F